C(C)C(CNCCC(=O)[O-])CCCC (2-ethylhexyl)-β-alaninate